caproate C(CCCCC)(=O)[O-]